3-[(5-methylpiperidin-3-yl)methoxy]2-(trifluoromethyl)pyridine methyl-6-amino-5-bromopicolinate COC(C1=NC(=C(C=C1)Br)N)=O.CC1CC(CNC1)COC=1C(=NC=CC1)C(F)(F)F